P(=O)(O)(O)OCCCOC(C=C)=O acryloxypropyl dihydrogenphosphate